6-(4-Aminobenzylamino)-9-β-D-arabinofuranosylpurin NC1=CC=C(CNC2=C3N=CN(C3=NC=N2)[C@H]2[C@@H](O)[C@H](O)[C@H](O2)CO)C=C1